4-chloro-5-phenyl-2-(2-pyridinyl)thieno[2,3-d]pyrimidine ClC=1C2=C(N=C(N1)C1=NC=CC=C1)SC=C2C2=CC=CC=C2